CN(CCC(=O)OCC)[C@@]1(CCCC2=CC=CC=C12)CC(=O)OCC ethyl 3-[methyl-[(1S)-1-(2-ethoxy-2-oxo-ethyl)tetralin-1-yl]amino]propanoate